bis(2,4-di-tert-butyl-6-methylphenyl)ethylphosphite C(C)(C)(C)C1=C(C(=CC(=C1)C(C)(C)C)C)C(COP([O-])[O-])C1=C(C=C(C=C1C)C(C)(C)C)C(C)(C)C